NC1=C([13C](=O)O)C=CC=N1 2-aminonicotinic acid-13C